2-[(2E)-2-(aminomethyl)-3-fluoroprop-2-en-1-yl]-4-{6-[(6-methoxypyridin-3-yl)ethynyl]pyridin-2-yl}-2,4-dihydro-3H-1,2,4-triazol-3-one NC/C(/CN1N=CN(C1=O)C1=NC(=CC=C1)C#CC=1C=NC(=CC1)OC)=C\F